(S)-tert-butyl 34-(4-(bis(2-(2,5-dioxo-2,5-dihydro-1H-pyrrol-1-yl) ethyl) amino)-4-oxobutanamido)-28,35-dioxo-2,5,8,11,14,17,20,23,26-nonaoxa-29,36-diazatetracontan-40-oate O=C1N(C(C=C1)=O)CCN(C(CCC(=O)N[C@@H](CCCCNC(COCCOCCOCCOCCOCCOCCOCCOCCOC)=O)C(NCCCC(=O)OC(C)(C)C)=O)=O)CCN1C(C=CC1=O)=O